(7-hydroxyheptyl)oxyacetaldehyde OCCCCCCCOCC=O